[NH4+].S(=O)(=O)(O)C(C(=O)OCCCCCCCC)CC(=O)OCCCCCCCC.[NH4+] ammonium dioctyl sulfosuccinate ammonium